C(CC=C)N([C@H](C(=O)O)CC1=CC=C(C=C1)C(F)(F)F)C(=O)OCC1C2=CC=CC=C2C=2C=CC=CC12 (2S)-2-[but-3-enyl(9H-fluoren-9-ylmethoxycarbonyl)amino]-3-[4-(trifluoromethyl)phenyl]propionic acid